(6,6-dioxo-6lambda6-thia-2,5-diazaspiro[3.4]octan-2-yl)-[6-[[4-(trifluoromethylsulfonyl)phenyl]methyl]-2-azaspiro[3.3]heptan-2-yl]methanone O=S1(NC2(CN(C2)C(=O)N2CC3(C2)CC(C3)CC3=CC=C(C=C3)S(=O)(=O)C(F)(F)F)CC1)=O